ClC=1C(=CC(=C(C1)S(=NC(C1=CC(=CC=C1)OC(F)(F)F)=O)(=O)CC)C)N=CN(C)CC N-((5-chloro-4-(((ethyl(methyl)amino)methylene)amino)-2-methylphenyl)(ethyl)(oxo)-λ6-sulfaneylidene)-3-(trifluoromethoxy)benzamide